BrC1=C(C=CC=C1)C1=CC=C(C=C1)Br 2-bromo-4'-bromobiphenyl